FC=1C=C(N)C=CC1O[Si](C(C)C)(C(C)C)C(C)C 3-fluoro-4-((triisopropylsilyl)oxy)aniline